C1=C(C=CC2=CC=CC=C12)OCC(=O)N naphthalen-2-yloxyacetamide